6-fluoro-2-oxo-8-(thiophen-3-ylcarbamoyl)-7-(trifluoromethyl)-1,2-dihydroquinoline-3-carboxylic acid FC=1C=C2C=C(C(NC2=C(C1C(F)(F)F)C(NC1=CSC=C1)=O)=O)C(=O)O